ethyl orthoacetate C(C)(OCC)(OCC)OCC